2-amino-3'-hydroxy-2',6'-dimethyl-5-(2-(3-(methylamino)propoxy)pyridin-4-yl)-[1,1'-biphenyl]-3-carboxamide NC1=C(C=C(C=C1C(=O)N)C1=CC(=NC=C1)OCCCNC)C1=C(C(=CC=C1C)O)C